NC=1C=CC(=C(C1)C(C#N)C)C 2-(5-amino-2-methylphenyl)propanenitrile